CSC=1N=CC2=C(N1)N=C(C=C2C#C[Si](C(C)C)(C(C)C)C(C)C)NC(CCC2=CC=CC=C2)=O N-[2-(methylsulfanyl)-5-[2-(triisopropylsilyl)ethynyl]pyrido[2,3-d]pyrimidin-7-yl]-3-phenylpropanamide